FC1(CC(N(C1)C(CNC(CCCOC1=CC=C(C=C1)F)=O)=O)C(=O)N)CF 4-fluoro-4-(fluoro-methyl)-1-((4-(4-fluorophenoxy)butanoyl)glycyl)pyrrolidine-2-carboxamide